CC1=NN(C(=C1C1=NN2C(C(=CC=C2)O[C@H](C)C2=NC=CC=C2)=C1C#N)C)C1CCN(CC1)C [3,5-dimethyl-1-(1-methyl-4-piperidyl)pyrazol-4-yl]-4-[(1R)-1-(2-pyridyl)ethoxy]pyrazolo[1,5-a]pyridine-3-carbonitrile